1-cyclohexyl-3-(2-morpholinoethyl)carbodiimide hydrochloride Cl.C1(CCCCC1)N=C=NCCN1CCOCC1